N-(5-((4-ethylpiperazin-1-yl)methyl)pyridin-2-yl)-5-fluoro-4-(3-isopropyl-2-methyl-2H-indazol-5-yl)pyrimidin-2-amine hydrochloride Cl.C(C)N1CCN(CC1)CC=1C=CC(=NC1)NC1=NC=C(C(=N1)C1=CC2=C(N(N=C2C=C1)C)C(C)C)F